(R)-3-(3-(3-chloro-4-fluorophenyl)-1-(1-(1-oxo-1,2-dihydroisoquinolin-4-yl)ethyl)ureido)-N,N-dimethylpropionamide ClC=1C=C(C=CC1F)NC(N([C@H](C)C1=CNC(C2=CC=CC=C12)=O)CCC(=O)N(C)C)=O